N-[(3-amino-4-formylphenyl)methyl]-N-(1,1-dioxo-2,3-dihydro-1λ6-benzothiophen-7-yl)pyridine-3-carboxamide NC=1C=C(C=CC1C=O)CN(C(=O)C=1C=NC=CC1)C1=CC=CC=2CCS(C21)(=O)=O